N[C@@H](CC#CC=1C(=C(C(=CC1)O)N1CC(NS1(=O)=O)=O)F)C (R)-5-(3-(4-aminopent-1-yn-1-yl)-2-fluoro-6-hydroxyphenyl)-1,2,5-thiadiazolidin-3-one 1,1-dioxide